methyl 3-((1r,4r)-4-(3-(2-(difluoromethoxy)-6-methoxypyridin-3-yl)-1-(2-isopropylphenyl)ureido)cyclohexyl)-3-oxopropanoate FC(OC1=NC(=CC=C1NC(N(C1=C(C=CC=C1)C(C)C)C1CCC(CC1)C(CC(=O)OC)=O)=O)OC)F